8-(6-chloropyridin-3-yl)-1-(3-methoxypropyl)-3-propylxanthine ClC1=CC=C(C=N1)C1=NC=2N(C(N(C(C2N1)=O)CCCOC)=O)CCC